(2R)-1-ethyl 2-methylpyrrolidine-1,2-dicarboxylate C[C@]1(N(CCC1)C(=O)OCC)C(=O)[O-]